C(=O)[O-].[NH4+].OC1=C(C=C(C=C1C(C)(C)C)CCCOC(C(=C)C)=O)N1N=C2C(=N1)C=CC(=C2)Cl 2-[2-hydroxy-3-tert-butyl-5-(3-methacryloyloxypropyl)phenyl]5-chlorobenzotriazole ammonium methanoate